2-chloro-10-(prop-2-yn-1-yl)-10H-phenothiazine ClC1=CC=2N(C3=CC=CC=C3SC2C=C1)CC#C